3-oxo-4-(thiophen-2-ylmethyl)-3,4-dihydro-2H-benzo[b][1,4]thiazine-7-carboxylic acid methyl ester COC(=O)C=1C=CC2=C(SCC(N2CC=2SC=CC2)=O)C1